8-(4-Chloro-2-(trifluoromethyl)phenyl)-9-(4-((1-(3-fluoropropyl)azetidin-3-yl)methyl)phenyl)-6,7-dihydro-5H-benzo[7]annulen ClC1=CC(=C(C=C1)C=1CCCC2=C(C1C1=CC=C(C=C1)CC1CN(C1)CCCF)C=CC=C2)C(F)(F)F